FC([C@@H]1C[C@H](C1)C1=NC(=NC2=NC(=C(N=C12)C)C)N1C[C@@H](OCC1)C=1C=NN(C1)C)F 4-(trans-3-(difluoromethyl)cyclobutyl)-6,7-dimethyl-2-((2S)-2-(1-methyl-1H-pyrazol-4-yl)-4-morpholinyl)pteridine